pyrazolo[1,5-a]pyridin-5-ylpropanamide N1=CC=C2N1C=CC(=C2)C(C(=O)N)C